p-chlorobenzeneboronic acid ClC1=CC=C(C=C1)B(O)O